C1(CC1)C1=C(C=C2C=C(N=CC2=C1)NC(=O)[C@H]1CC12CCOCC2)N2CCN(CC2)[C@@]2(COC[C@@H]2O)C (1S)-N-(7-cyclopropyl-6-(4-((3R,4R)-4-hydroxy-3-methyltetrahydrofuran-3-yl)piperazin-1-yl)isoquinolin-3-yl)-6-oxaspiro[2.5]octane-1-carboxamide